tert-butyl (1R,5S,6r)-6-[(4-methoxy-2-thienyl) carbonyl]-3-azabicyclo[3.1.0]hexane-3-carboxylate COC=1C=C(SC1)C(=O)C1[C@H]2CN(C[C@@H]12)C(=O)OC(C)(C)C